dichloro(pentamethylcyclopentadienyl)iridium (III) chloride Cl[Ir-](C1(C(=C(C(=C1C)C)C)C)C)(Cl)Cl